tert-butyl (3S)-3-[6-(2-cyano-3,6-difluoro-phenoxy)-4-oxo-quinazolin-3-yl]-8-azaspiro[4.5]decane-8-carboxylate C(#N)C1=C(OC=2C=C3C(N(C=NC3=CC2)[C@H]2CCC3(C2)CCN(CC3)C(=O)OC(C)(C)C)=O)C(=CC=C1F)F